(1R,3S,4R)-2-((R)-2-(3-chlorophenyl)-2-hydroxyacetyl)-N-((R)-1-cyano-2-((R)-2-oxopyrrolidin-3-yl)ethyl)-5,5-difluoro-2-azabicyclo[2.2.2]octane-3-carboxamide ClC=1C=C(C=CC1)[C@H](C(=O)N1[C@H]2CC([C@@H]([C@H]1C(=O)N[C@H](C[C@@H]1C(NCC1)=O)C#N)CC2)(F)F)O